ClC1=CC(=NC(=C1)OCC(F)(F)F)C1(CC1)NC(CC(C)(O)C1=C(C=C(C=C1)F)F)=O N-(1-(4-chloro-6-(2,2,2-trifluoroethoxy)pyridin-2-yl)cyclopropyl)-3-(2,4-difluorophenyl)-3-hydroxybutanamide